C(=O)C1=CC=2C(=NC(=CC2)C(C)(C)NC(OC(C)(C)C)=O)N1 tert-butyl (2-(2-formyl-1H-pyrrolo[2,3-b]pyridin-6-yl)propan-2-yl)carbamate